CN1N=CC(=C1)C1=CC2=C(O[C@@H](C(N2)=O)[C@@H](C2=CC=CC=C2)NCCC2=CC=C(C#N)C=C2)N=C1 4-(2-(((R)-((R)-7-(1-methyl-1H-pyrazol-4-yl)-2-oxo-2,3-dihydro-1H-pyrido[2,3-b][1,4]oxazin-3-yl)(phenyl)methyl)amino)ethyl)benzonitrile